NC(C)C=1C=CC=C2C(N(C(=NC12)N1CC2CC2C1)CC)=O 8-(1-aminoethyl)-2-(3-azabicyclo[3.1.0]hexan-3-yl)-3-ethylquinazolin-4(3H)-one